C(C)OCCN1C2=C(OCC1)C(=CC=C2)C=2SC(=CN2)C 4-(2-Ethoxyethyl)-8-(5-methylthiazol-2-yl)-3,4-dihydro-2H-benzo[b][1,4]oxazine